3-(trifluoromethyl)bicyclo[1.1.1]pentane-1-carbohydrazide FC(C12CC(C1)(C2)C(=O)NN)(F)F